(R)-2,2'-bis[bis(3,5-diisopropyl-4-dimethylaminophenyl)phosphino]-6,6'-dimethoxy-1,1'-biphenyl C(C)(C)C=1C=C(C=C(C1N(C)C)C(C)C)P(C1=C(C(=CC=C1)OC)C1=C(C=CC=C1OC)P(C1=CC(=C(C(=C1)C(C)C)N(C)C)C(C)C)C1=CC(=C(C(=C1)C(C)C)N(C)C)C(C)C)C1=CC(=C(C(=C1)C(C)C)N(C)C)C(C)C